aluminum (i) 1-(benzenesulfonyl)-6-chloro-7-fluoro-indole-3-sulfonyl chloride C1(=CC=CC=C1)S(=O)(=O)N1C=C(C2=CC=C(C(=C12)F)Cl)S(=O)(=O)Cl.[Al+]